N[C@](CO)(CCCC)C (S)-2-amino-2-methylhexane-1-ol